ClC1=CC=C2[C@]3(CCSC2=C1F)N=C1N(C=C(C=C1OC(F)F)C#N)C3 (S)-7'-chloro-8-(difluoromethoxy)-8'-fluoro-3H-spiro[imidazo[1,2-a]pyridine-2,4'-thiochroman]-6-carbonitrile